2-(3-Fluoro-4-methoxy-phenyl)-ethylamine FC=1C=C(C=CC1OC)CCN